FC(C(CC1=NN=C(N1C)S)C=1C=C(C=CC1)N1C(C2=CC=CC(=C2C1)C(F)(F)F)=O)(F)F 2-(3-(1,1,1-trifluoro-3-(5-mercapto-4-methyl-4H-1,2,4-triazol-3-yl)propan-2-yl)phenyl)-4-(trifluoromethyl)isoindolin-1-one